NC(C([C@H](CC1=CC=CC=C1)NC(=O)C=1C(=NOC1C1=CC=CC=C1)C)=O)=O (S)-N-(4-AMINO-3,4-DIOXO-1-PHENYLBUTAN-2-YL)-3-METHYL-5-PHENYLISOXAZOLE-4-CARBOXAMIDE